(E)-N-(2-methyl-1,2,3,4-tetrahydronaphthalen-1-yl)-3-(3-methyl-1H-indazol-6-yl)acrylamide 3-hydroxypyridine-2-carboxylate OC=1C(=NC=CC1)C(=O)O.CC1C(C2=CC=CC=C2CC1)NC(\C=C\C1=CC=C2C(=NNC2=C1)C)=O